Cyanomethylmethyl(4-pyridyl)carbamodithioat C(#N)CSC(N(C1=CC=NC=C1)C)=S